6-(2-(5-cyclopropyl-3-(2,6-difluorophenyl)isoxazol-4-yl)-7-azaspiro[3.5]non-1-en-7-yl)-4-(trifluoromethyl)quinoline-2-carboxylic acid C1(CC1)C1=C(C(=NO1)C1=C(C=CC=C1F)F)C1=CC2(C1)CCN(CC2)C=2C=C1C(=CC(=NC1=CC2)C(=O)O)C(F)(F)F